CC1=CC=C(C=CC)C=C1 para-methyl-(methyl)styrene